FC1=CC=C(C(=O)N2[C@@H](C=3N(CC2)C(=NC3N3C([C@@H](CC3)O)=O)C3=NC(=NS3)C)C)C=C1 (R)-1-[(R)-7-(4-fluorobenzoyl)-8-methyl-3-(3-methyl-1,2,4-thiadiazol-5-yl)-5,6,7,8-tetrahydroimidazo[1,5-a]pyrazin-1-yl]-3-hydroxypyrrolidin-2-one